5-(3-(tert-butyl)phenyl)-1H-indazol-3-amine C(C)(C)(C)C=1C=C(C=CC1)C=1C=C2C(=NNC2=CC1)N